(S)-3-((tert-butoxycarbonyl)amino)-4-((tert-butyldimethylsilyl)oxy)butyric acid C(C)(C)(C)OC(=O)N[C@@H](CC(=O)O)CO[Si](C)(C)C(C)(C)C